6-(2,2,2-trifluoroacetylamino)hexanoic acid FC(C(=O)NCCCCCC(=O)O)(F)F